ClC=1C=C2C(C(=CN(C2=CC1N1[C@H](CCC1)COC1=NC=CC=C1C)C1(CC1)C)C(=O)O)=O (R)-6-chloro-1-(1-methylcyclopropyl)-7-(2-(((3-methylpyridin-2-yl)oxy)methyl)pyrrolidin-1-yl)-4-oxo-1,4-dihydroquinoline-3-carboxylic acid